(2-Furanyl)-7-[3-(4-methoxyphenyl)propyl]-7H-pyrazolo[4,3-e][1,2,4]triazolo[1,5-c]pyrimidin-5-amine O1C(=CC=C1)C1=NN2C(=NC3=C(C2=N1)C=NN3CCCC3=CC=C(C=C3)OC)N